(3S)-3-Amino-2-hydroxy-4-((S)-2-oxopyrrolidin-3-yl)-N-(2,2,2-trifluoroethyl)butanamide hydrochloride Cl.N[C@H](C(C(=O)NCC(F)(F)F)O)C[C@H]1C(NCC1)=O